N-(3-(3-(6-Bromo-7-(((S)-1-(ethylsulfonyl)pyrrolidin-3-yl)amino)-1H-imidazo[4,5-b]pyridin-2-yl)-2,5-dimethyl-1H-pyrrol-1-yl)-2-methylphenyl)-2-morpholinoacetamid BrC=1C(=C2C(=NC1)N=C(N2)C2=C(N(C(=C2)C)C=2C(=C(C=CC2)NC(CN2CCOCC2)=O)C)C)N[C@@H]2CN(CC2)S(=O)(=O)CC